1-(4-(dimethylamino)butyl) 3,5-bis(8-oxo-8-((3-pentyloctyl)oxy)octyl)benzene-1,3,5-tricarboxylate O=C(CCCCCCCC1(CC(=CC(C1)(C(=O)[O-])CCCCCCCC(=O)OCCC(CCCCC)CCCCC)C(=O)OCCCCN(C)C)C(=O)[O-])OCCC(CCCCC)CCCCC